(4-(benzyloxy)-3-methoxyphenyl)methaneamine hydrochloride Cl.C(C1=CC=CC=C1)OC1=C(C=C(C=C1)CN)OC